C(C1CO1)OC1=CC=C(C=C1)CC1=CC=C(C=C1)OCC1CO1 bis-[4-(glycidoxy)-phenyl]methane